N1CCC(CC1)[C@H](C)NC(OCC1=CC=CC=C1)=O (S)-benzyl (1-(piperidin-4-yl)ethyl)carbamate